CN1C=NC=C1C1=NC=C(C2=C1CNC2=O)NC2=NC=C(C=C2)N2CCN(CC2)C 4-(1-methyl-1H-imidazol-5-yl)-7-((5-(4-methylpiperazin-1-yl)pyridin-2-yl)amino)-2,3-dihydro-1H-pyrrolo[3,4-c]pyridin-1-one